6-amino-2-(cyclopropoxy)-5-(3-hydroxy-2,6-dimethyl-phenyl)pyrrolo[2,3-b]pyrrole NN1C=2C(=CC1C1=C(C(=CC=C1C)O)C)C=C(N2)OC2CC2